tert-butyl 4-(3-fluoro-4-(7-((3-(4-fluoropiperidin-1-yl)propyl)carbamoyl)-6-methoxybenzo[d]imidazo[2,1-b]thiazol-2-yl)phenyl)-4-hydroxypiperidine-1-carboxylate FC=1C=C(C=CC1C=1N=C2SC3=C(N2C1)C=C(C(=C3)C(NCCCN3CCC(CC3)F)=O)OC)C3(CCN(CC3)C(=O)OC(C)(C)C)O